[6-(Difluoromethyl)-5-methyl-3-pyridyl]boronic acid FC(C1=C(C=C(C=N1)B(O)O)C)F